C(CCCCCCC\C=C/CCCCCCCC)OCCCCCCCCCCCCCCCC cetyl oleyl ether